C1(=CC=CC=2OC3=C(C21)C=CC=C3)C3=CC=C(C=C3)B(O)O 4-(dibenzo[b,d]furan-1-yl)phenylboronic acid